N-(6-(2,3-dihydrobenzofuran-5-yl)-1H-indazol-3-yl)-4-methoxybenzenesulfonamide O1CCC2=C1C=CC(=C2)C2=CC=C1C(=NNC1=C2)NS(=O)(=O)C2=CC=C(C=C2)OC